8-[4-(4-aminobutanoyl)piperazin-1-yl]-9-ethyl-6,6-dimethyl-11-oxo-5H,6H,11H-benzo[b]carbazole-3-carbonitrile NCCCC(=O)N1CCN(CC1)C=1C(=CC2=C(C(C=3NC4=CC(=CC=C4C3C2=O)C#N)(C)C)C1)CC